8-methoxy-2,3-dihydro-1H-quinolin-4-one COC=1C=CC=C2C(CCNC12)=O